C(C1=CC=CC=C1)N(C1CCC(CC1)(O)C(F)(F)F)CC1=CC=CC=C1 (1r,4r)-4-(dibenzylamino)-1-(trifluoromethyl)cyclohexane-1-ol